5,6,7,8-tetrahydrobenzo[4,5]thieno[2,3-d]pyrimidine N1=CN=CC2=C1SC1=C2CCCC1